ClC1=C(C=CC=C1F)C1(CC1)C1(NC(=NC(=N1)C1=CC=C2C=NN(C2=C1)C1OCCCC1)N)N 4-[1-(2-Chloro-3-fluoro-phenyl)cyclopropyl]-6-(1-tetrahydropyran-2-ylindazol-6-yl)-1,3,5-triazine-2,4-diamine